5-chloro-7-methylthieno[3,2-b]pyridine ClC1=CC(=C2C(=N1)C=CS2)C